FC(=C1CNCCC1)F 3-(difluoromethylene)piperidine